FC(C(=O)O)(F)F.C(#N)C1(CC1)NC([C@H](CC(C)C)N[C@H](C(F)(F)F)C=1C=CC2=C(OC3=C2C=C(C=C3)F)C1)=O (S)-N-(1-cyanocyclopropyl)-4-methyl-2-(((S)-2,2,2-trifluoro-1-(8-fluorodibenzo[b,d]furan-3-yl)ethyl)amino)pentanamide trifluoroacetate salt